N-((1s,4s)-4-((4-(methylamino)-5-(1,5-naphthyridin-2-yl)-7H-pyrrolo[2,3-d]pyrimidin-2-yl)amino)cyclohexyl)acetamide CNC=1C2=C(N=C(N1)NC1CCC(CC1)NC(C)=O)NC=C2C2=NC1=CC=CN=C1C=C2